trans-racemic-tert-butyl 4-amino-3-hydroxypiperidine-1-carboxylate N[C@H]1[C@@H](CN(CC1)C(=O)OC(C)(C)C)O |r|